N[C@H](C(=O)O)C1CC1 (S)-2-amino-2-cyclopropyl-acetic acid